methyl (2S)-2-(tert-butoxycarbonylamino)-3-(5-oxo-4-azaspiro[2.5]octan-6-yl)propanoate C(C)(C)(C)OC(=O)N[C@H](C(=O)OC)CC1C(NC2(CC2)CC1)=O